The molecule is a heteropentacyclic isoquinoline alkaloid having a tertiary amino bridging group. It is an isoquinoline alkaloid, a tertiary amine and an organic heteropentacyclic compound. CN1[C@H]2CC3=CC4=C(C=C3[C@@H]1CC5=CC(=C(C=C25)OC)OC)OCO4